Methyl 4-aminofuran-2-carboxylate, Hydrochloride Cl.NC=1C=C(OC1)C(=O)OC